C1(=C(C=CC=C1)N(C1=C(C(=CC=2C3=CC=CC=C3CC12)C1=CC=CC=C1)C1=CC=CC=C1)C1=C(C(=CC=C1)C1=CC=CC=C1)C1=CC=CC=2OC3=C(C21)C=CC=C3)C3=CC=CC=C3 (biphenylyl)(phenyldibenzofuranylphenyl)(diphenylfluorenyl)amine